2-(5-bromo-2-fluorophenyl)propan BrC=1C=CC(=C(C1)C(C)C)F